ClC1=CC(=C(C2=CC=CC=C12)SC)B(O)O (4-chloro-1-(methylthio)naphthalen-2-yl)boronic acid